(TRIMETHYLSILYL)ACETIC ACID C[Si](C)(C)CC(=O)O